benzylthio-1H-tetrazole C(C1=CC=CC=C1)SN1N=NN=C1